(aminooxy)acetic acid hemi-hydrochloride Cl.NOCC(=O)O.NOCC(=O)O